2-[(1R,2R)-2-aminocyclobutyl]-3-bromo-5-chloro-N-(thiophen-2-ylmethyl)furo[3,2-b]pyridin-7-amine N[C@H]1[C@@H](CC1)C1=C(C2=NC(=CC(=C2O1)NCC=1SC=CC1)Cl)Br